C1(CC1)C(CO)NC1=C(C(=O)N(C)C)C=C(C=N1)C1=C(C=CC(=C1)C(NC1CC1)=O)C 2-((1-cyclopropyl-2-hydroxyethyl)amino)-5-(5-(cyclopropylcarbamoyl)-2-methylphenyl)-N,N-dimethylnicotinamide